FC[C@@H]1C[C@@H](NC1)CONC(=O)[C@H]1N2C(N([C@H](CC1)C2)OS(=O)(=O)O)=O (2S,5R)-N-{[(2R,4R)-4-Fluoromethyl-pyrrolidin-2-yl]methyloxy}-7-oxo-6-(sulfooxy)-1,6-diazabicyclo[3.2.1]octane-2-carboxamide